(1-(5-(5-methoxy-2-methyl-4-nitrophenyl)piperidin-4-yl)methyl)piperazine-1-carboxylic acid tert-butyl ester C(C)(C)(C)OC(=O)N1C(CNCC1)CC1CCNCC1C1=C(C=C(C(=C1)OC)[N+](=O)[O-])C